C1(=CC=CC=C1)C1(N=C2C3=NC=4C(=CC3=CC=C2C=C1)N=CN4)CCO 2-phenyl-imidazo[4,5][1,10]phenanthrolineethanol